NC1=NC2=C(N1CC1=CC=C(C=C1)Br)C(=CC(=C2)C(=O)OCC)OC ethyl 2-amino-1-(4-bromobenzyl)-7-methoxy-1H-benzo[d]imidazole-5-carboxylate